1-hydroxyethylidene 1,1-diphosphonate P(OC(C)(O)OP([O-])=O)([O-])=O